(S)-1-(4-cyclopropylbenzyl)-2-oxopyrrolidin-3-yl methanesulfonate CS(=O)(=O)O[C@@H]1C(N(CC1)CC1=CC=C(C=C1)C1CC1)=O